(6-ethynyl-4-phenylquinolin-2-yl)-N-methyl-glycine C(#C)C=1C=C2C(=CC(=NC2=CC1)N(CC(=O)O)C)C1=CC=CC=C1